ClC1=C2C(=CNC2=C(C=C1)N1C[C@@H](CCC1)C1=CC=C(C=C1)N1CC2(C1)CCC(CC2)C(OCCCC)OCCCC)C#N 4-chloro-7-[(3S)-3-{4-[7-(dibutoxymethyl)-2-azaspiro[3.5]nonan-2-yl]phenyl}piperidin-1-yl]-1H-indole-3-carbonitrile